C(N)(=O)C=1C=C(C(=C(OCCCOC=2C=C(C(=O)OCC)C=C(C2Cl)[N+](=O)[O-])C1)Cl)[N+](=O)[O-] ethyl 3-(3-(5-carbamoyl-2-chloro-3-nitrophenoxy) propoxy)-4-chloro-5-nitrobenzoate